Butyl-1-tert-butyl-3-ethyl-4-hydroxy-pyrazol C(CCC)C1=C(C(=NN1C(C)(C)C)CC)O